1-[methoxy(phenyl)methyl]cyclobutane-1-carbonitrile COC(C1(CCC1)C#N)C1=CC=CC=C1